2-(4-methylpiperazin-1-yl)-5-(4,4,5,5-tetramethyl-1,3,2-dioxaborolan-2-yl)benzonitrile CN1CCN(CC1)C1=C(C#N)C=C(C=C1)B1OC(C(O1)(C)C)(C)C